β-D-galacto-pyranose O[C@H]1[C@H](O)[C@@H](O)[C@@H](O)[C@H](O1)CO